1-methoxyethyl-2-methyl-3-ethylimidazolium hydroxide salt [OH-].COC(C)C=1[N+](=C(NC1)C)CC